(2R,4R)-1-(2,3-difluorobenzyl)-2-ethyl-4-((3-fluoro-4-(2-hydroxypropan-2-yl)-6-((5-methyl-1H-pyrazol-3-yl)amino)pyridin-2-yl)methyl)piperidine-4-carboxylic acid FC1=C(CN2[C@@H](C[C@@](CC2)(C(=O)O)CC2=NC(=CC(=C2F)C(C)(C)O)NC2=NNC(=C2)C)CC)C=CC=C1F